CC(C#CC=1C=C(C=CC1)N(C1=NC=2N(C3=CC=C(C=C13)F)C=NN2)C)(C)C N-(3-(3,3-dimethylbut-1-yn-1-yl)phenyl)-7-fluoro-N-methyl-[1,2,4]triazolo[4,3-a]quinazolin-5-amine